CC(=CC)NC(C1=CC=CC=C1)=O N-(2-buten-2-yl)benzamide